Hexafluorophosphate-ferrocenium C1C=CC=C1.[CH-]1C=CC=C1.[Fe+2].F[P-](F)(F)(F)(F)F